C1(=CC=CC=C1)S(=O)(=O)S(=O)(O)S(=O)(=O)C1=CC=CC=C1 diphenyl-sulfonyl-sulfinic acid